9,10-bis(phenyl)anthracene C1(=CC=CC=C1)C=1C2=CC=CC=C2C(=C2C=CC=CC12)C1=CC=CC=C1